C(C)C=1C(=CC=C2C=C(C=C(C12)C1=C(C=2N=C(N=C(C2C=N1)N1CCOCCC1)OCC1(CN(CC1)C)C#N)F)O)F 3-(((7-(8-ethyl-7-fluoro-3-hydroxynaphthalen-1-yl)-8-fluoro-4-(1,4-oxazepan-4-yl)pyrido[4,3-d]pyrimidin-2-yl)oxy)methyl)-1-methylpyrrolidine-3-carbonitrile